FC1=CC=CC=2N(C=NC21)CC2=CC=C(C=C2)B(O)O 4-((4-fluoro-1,3-benzodiazol-1-yl)methyl)phenylboronic acid